N-[(2S)-1-({(1S)-1-cyano-2-[(3S)-2-oxopyrrolidin-3-yl]Ethyl}amino)-4-methyl-1-oxopentan-2-yl]-5-fluoro-4-methoxy-1H-indole-2-carboxamide C(#N)[C@H](C[C@H]1C(NCC1)=O)NC([C@H](CC(C)C)NC(=O)C=1NC2=CC=C(C(=C2C1)OC)F)=O